BrC=1C=C(C=CC1)C1(CC(C1)(OC)OC)C=1N(C(=NN1)S)C 5-(1-(3-bromophenyl)-3,3-dimethoxycyclobutyl)-4-methyl-4H-1,2,4-triazole-3-thiol